C1(CC1)CN1N=C2N(CCCC2)C1=O (5S)-2-(Cyclopropylmethyl)-3-oxo-2,3,5,6,7,8-hexahydro[1,2,4]triazolo[4,3-a]pyridin